C(C=C)N1N2C(C(N(C1)[C@H](C=C)C)=O)=C(C(C(=C2)C(=O)NCC2=C(C=C(C=C2F)F)F)=O)O 1-allyl-5-hydroxy-3-[(1S)-1-methylallyl]-4,6-dioxo-N-[(2,4,6-trifluorophenyl)methyl]-2H-pyrido[2,1-f][1,2,4]triazine-7-carboxamide